5-((trans-1-(tert-Butoxycarbonyl)-3-ethylpiperidin-4-yl)amino)-6-chloropyrazine-2-carboxylic acid methyl ester COC(=O)C1=NC(=C(N=C1)N[C@H]1[C@@H](CN(CC1)C(=O)OC(C)(C)C)CC)Cl